1-methylindazole-6-carboxylic Acid CN1N=CC2=CC=C(C=C12)C(=O)O